4-fluoro-N-(5-iodo-3-methoxy-pyrazin-2-ylmethyl)-benzamide FC1=CC=C(C(=O)NCC2=NC=C(N=C2OC)I)C=C1